nickel n-butyrate C(CCC)(=O)[O-].[Ni+2].C(CCC)(=O)[O-]